[Sn].[Fe].ClC=1C=C(C=C(C1)Cl)S(=O)(=O)NC1=CC=C(C=C1)N=CC=1C(=C2C=CC(OC2=CC1)(C)C)O 3,5-dichloro-N-(4-(((5-hydroxy-2,2-dimethyl-2H-chromen-6-yl)methylene)amino)phenyl)benzenesulfonamide iron-tin